C(C)C=1NC(=CC1)CC 2,5-di-ethyl-1H-pyrrole